C(CCCCC(=O)[O-])(=O)OCCCCCCCCCCCCCCCCCCCC eicosyl adipate